ethyl (3-((6-amino-2-(2-hydroxyethoxy)-8-methoxy-9H-purin-9-yl) methyl) benzyl) (methyl) phosphite P(OCC)(OCC1=CC(=CC=C1)CN1C2=NC(=NC(=C2N=C1OC)N)OCCO)OC